OCCN1CCN(CC1)CCS(=O)(=O)O L-2-[4-(2-hydroxyethyl)piperazin-1-yl]ethanesulfonic acid